N-isobutyl-3,8-diazabicyclo[3.2.1]octane-8-carboxamide C(C(C)C)NC(=O)N1C2CNCC1CC2